(1S)-1-(6-(2-methyl-2H-pyrazolo[3,4-b]pyridin-5-yl)thieno[2,3-b]pyridin-2-yl)ethanol CN1N=C2N=CC(=CC2=C1)C1=CC=C2C(=N1)SC(=C2)[C@H](C)O